O=C1NC(CCC1N1C(C2=CC=C(C=C2C1=O)N1CCC(CC1)N1CCC2(CC1)CCN(CC2)C2=C(C=C(C(=C2)OC)[N+](=O)[O-])C)=O)=O 2-(2,6-dioxopiperidin-3-yl)-5-(4-(9-(5-methoxy-2-methyl-4-nitrophenyl)-3,9-diazaspiro[5.5]undecan-3-yl)piperidin-1-yl)isoindoline-1,3-dione